C(C)(C)(C)OC(=O)N1CC(CC1)S 3-mercaptopyrrolidine-1-carboxylic acid tert-butyl ester